tert-butyl 4-(6-(2,7-dimethylpyrazolo[1,5-a]pyridine-5-carboximidamido)-5-fluoropyridin-3-yl)-2,2-dimethylpiperazine-1-carboxylate CC1=NN2C(C=C(C=C2C)C(NC2=C(C=C(C=N2)N2CC(N(CC2)C(=O)OC(C)(C)C)(C)C)F)=N)=C1